COC(=O)C[P+](C1=CC=CC=C1)(C1=CC=CC=C1)C1=CC=CC=C1 methoxycarbonylmethyltriphenylphosphonium